C(C)C=1N=CC(=NC1)C(C(=O)OC)(C)C methyl 2-(5-ethylpyrazin-2-yl)-2-methylpropanoate